NC1=CC(=C(C(=O)NC2=NC=C(N=C2)C)C=C1)OC 4-amino-2-methoxy-N-(5-methylpyrazin-2-yl)benzamide